3-[(3R)-3-[4-[5-[tert-butyl(dimethyl)silyl]oxy-1-tetrahydropyran-2-yl-indazol-3-yl]pyrazol-1-yl]butoxy]propyl methanesulfonate CS(=O)(=O)OCCCOCC[C@@H](C)N1N=CC(=C1)C1=NN(C2=CC=C(C=C12)O[Si](C)(C)C(C)(C)C)C1OCCCC1